NC(CC[C@@H](C1=CC=CC=C1)NC(=O)N1CC2=CC(=CC(=C2CC1)C1=CC=C(C=C1)C(F)(F)F)N1CCCC1)=O (S)-N-(4-amino-4-oxo-1-phenylbutyl)-7-(pyrrolidin-1-yl)-5-(4-(trifluoromethyl)phenyl)-3,4-dihydroisoquinoline-2(1H)-carboxamide